N-(3-chloro-5-(2-(3-chloro-5-methoxyphenyl)propan-2-yl)phenyl)-5-(2-(methylsulfonyl)propan-2-yl)benzo[b]thiophene-2-carboxamide ClC=1C=C(C=C(C1)C(C)(C)C1=CC(=CC(=C1)OC)Cl)NC(=O)C1=CC2=C(S1)C=CC(=C2)C(C)(C)S(=O)(=O)C